1-(2-(3-(dimethylamino)benzoyl)-2-azaspiro[3.3]hept-6-yl)-3-(4-methoxybenzyl)urea CN(C=1C=C(C(=O)N2CC3(C2)CC(C3)NC(=O)NCC3=CC=C(C=C3)OC)C=CC1)C